6-(imidazo[1,2-a]pyridine-3-carbonyl)-N-(3-(((2-methoxyethyl)(methyl)amino)methyl)-5-(trifluoromethyl)phenyl)-4,5,6,7-tetrahydrothieno[2,3-c]pyridine-3-carboxamide N=1C=C(N2C1C=CC=C2)C(=O)N2CC1=C(CC2)C(=CS1)C(=O)NC1=CC(=CC(=C1)C(F)(F)F)CN(C)CCOC